BrC=1C(=NC(=NC1)NC1=C(C=C(C(=C1)C=1C=NN(C1)C)N1CCNCC1)OC)NC=1C(=C2N=CC=NC2=CC1)P(C)C (6-((5-Bromo-2-((2-methoxy-5-(1-methyl-1H-pyrazol-4-yl)-4-(piperazin-1-yl)phenyl)amino)pyrimidin-4-yl)amino)quinoxalin-5-yl)dimethyl-phosphine